BrC=1C=C(C=CC1)C(C#N)(CCCC1(CC1)CO)C 2-(3-Bromophenyl)-5-(1-(hydroxymethyl)cyclopropyl)-2-methylpentanenitrile